5,5'-(oxybis(methylene))bis(bicyclo[2.2.1]hept-2-ene) O(CC1C2C=CC(C1)C2)CC2C1C=CC(C2)C1